ClC1=NC=CC2=C1C(=CN2COCC[Si](C)(C)C)C2=CC(=CC=C2)OCC21CC(C2)(C1)C(F)(F)F 4-chloro-3-(3-{[3-(trifluoromethyl)bicyclo[1.1.1]pentan-1-yl]-methoxy}phenyl)-1-{[2-(trimethylsilyl)ethoxy]methyl}-1H-pyrrolo[3,2-c]pyridine